BrC1=CN=CC=2C(CCCC12)NC(=O)NC 1-(4-Bromo-5,6,7,8-tetrahydroisoquinolin-8-yl)-3-methylurea